N-(3-((4-((diethylamino)methyl)benzyl)carbamoyl)phenyl)thiophene-2-carboxamide C(C)N(CC)CC1=CC=C(CNC(=O)C=2C=C(C=CC2)NC(=O)C=2SC=CC2)C=C1